N-(2-(2-(((4-methylthiophen-2-yl)methyl)amino)-5-oxo-5,7-dihydro-6H-pyrrolo[3,4-b]pyridin-6-yl)ethyl)acetamide CC=1C=C(SC1)CNC1=CC=C2C(=N1)CN(C2=O)CCNC(C)=O